methyl 5-((2-((S)-2-((S)-2-((S)-2-amino-4-methylpentanamido)-4-methylpentanamido)-4-methylpentanamido)ethyl)carbamoyl)-2-(2-(4-fluorophenyl)butanamido)-4-methylthiophene-3-carboxylate N[C@H](C(=O)N[C@H](C(=O)N[C@H](C(=O)NCCNC(=O)C1=C(C(=C(S1)NC(C(CC)C1=CC=C(C=C1)F)=O)C(=O)OC)C)CC(C)C)CC(C)C)CC(C)C